((1r,4r)-4-(Methylsulfonamido)cyclohexyl)methyl 4-methylbenzenesulfonate CC1=CC=C(C=C1)S(=O)(=O)OCC1CCC(CC1)NS(=O)(=O)C